C(C)(=O)N1CCC2(CC(C(N2)=O)CC(C(=O)OC)NC([C@H](CC2CCCCC2)NC(=O)C=2NC3=CC=CC=C3C2)=O)CC1 methyl 3-(8-acetyl-2-oxo-1,8-diazaspiro[4.5]decan-3-yl)-2-((S)-3-cyclohexyl-2-(1H-indole-2-carboxamido)propanamido)propanoate